N[C@H]1CC[C@H](CC1)OC=1C=CC2=C(\C(\C(C=3C(=NC=NC23)N)(C)C)=N/OCCOCC)C1 (6Z)-8-(cis-4-aminocyclohexyloxy)-6-(2-ethoxyethoxyimino)-5,5-dimethyl-benzo[h]quinazolin-4-amine